F[C@@H]1[C@H](C[C@@]2(CC(C[C@H]1N2)C)C)C(=C)C=2N=NC(=CN2)C2=C(C=C(C=C2)N2C=NC=C2)O 2-(3-(1-((1S,3R,4R,5R)-4-fluoro-1,7-dimethyl-9-azabicyclo[3.3.1]nonan-3-yl)vinyl)-1,2,4-triazin-6-yl)-5-(1H-imidazol-1-yl)phenol